6-bromo-5-methylsulfonyl-4-oxo-1-[4-(trifluoromethoxy)phenyl]cinnoline-3-carboxylic acid BrC=1C(=C2C(C(=NN(C2=CC1)C1=CC=C(C=C1)OC(F)(F)F)C(=O)O)=O)S(=O)(=O)C